1-(7-cyclopropylpyrazolo[1,5-a]pyrimidin-6-yl)-3-[6-[5-[6-[4-[2-(2,6-dioxo-3-piperidyl)-1-oxo-isoindolin-5-yl]piperazin-1-yl]hexyl]-1,2,4-oxadiazol-3-yl]-5-methyl-3-pyridyl]urea C1(CC1)C1=C(C=NC=2N1N=CC2)NC(=O)NC=2C=NC(=C(C2)C)C2=NOC(=N2)CCCCCCN2CCN(CC2)C=2C=C1CN(C(C1=CC2)=O)C2C(NC(CC2)=O)=O